6-bromo-8-methoxyimidazo[1,2-a]pyridine BrC=1C=C(C=2N(C1)C=CN2)OC